ethansulphonic acid C(C)S(=O)(=O)O